FC=1C=2CCCC2C(=C2[C@@H](CCC12)C)NC(=O)N=[S@](=O)(N)C=1C=NN2C1OCCC2 (R)-N'-(((R)-8-fluoro-3-methyl-1,2,3,5,6,7-hexahydro-s-indacen-4-yl)carbamoyl)-6,7-dihydro-5H-pyrazolo[5,1-b][1,3]oxazine-3-sulfonimidamide